C(C1=CC=CC=C1)SC1=CC=2N(C=C1)N=CC2 5-(benzylthio)pyrazolo[1,5-a]pyridine